(3R*,4R*)-1-Cyclopropylmethyl-4-{[3-(2,4-difluoro-phenyl)-isoxazole-5-carbonyl]-amino}-piperidine-3-carboxylic acid [1-(5-fluoro-pyridin-2-yl)-cyclopropyl]-amide FC=1C=CC(=NC1)C1(CC1)NC(=O)[C@@H]1CN(CC[C@H]1NC(=O)C1=CC(=NO1)C1=C(C=C(C=C1)F)F)CC1CC1 |o1:13,18|